5-bromo-N4-(5-chloro-2-(1H-1,2,3-triazol-5-yl)phenyl)-N-(2-methoxy-5-methyl-4-(4-(4-methylpiperazin-1-yl)piperidin-1-yl)phenyl)pyrimidine-2,4-diamine BrC=1C(=NC(=NC1)NC1=C(C=C(C(=C1)C)N1CCC(CC1)N1CCN(CC1)C)OC)NC1=C(C=CC(=C1)Cl)C1=CN=NN1